tert-butyl (5-chloro-3-cyanopyrazolo[1,5-a]pyrimidin-7-yl)(3,5-dichlorobenzyl)carbamate ClC1=NC=2N(C(=C1)N(C(OC(C)(C)C)=O)CC1=CC(=CC(=C1)Cl)Cl)N=CC2C#N